2,6-difluorobenzamidine FC1=C(C(=N)N)C(=CC=C1)F